(S)-4-(4-(4-(2-(2-aminopyridin-3-yl)-5-phenyl-3H-imidazo[4,5-b]pyridin-3-yl)benzyl)-2-methylpiperazin-1-yl)-2-hydroxybenzaldehyde NC1=NC=CC=C1C1=NC=2C(=NC(=CC2)C2=CC=CC=C2)N1C1=CC=C(CN2C[C@@H](N(CC2)C2=CC(=C(C=O)C=C2)O)C)C=C1